6-(2-(3-Trifluoromethylphenyl)-5,6-dihydro-4H-pyrrolo[1,2-b]pyrazol-3-yl)-[1,2,4]triazolo[1,5-a]pyridine FC(C=1C=C(C=CC1)C=1C(=C2N(N1)CCC2)C=2C=CC=1N(C2)N=CN1)(F)F